5-[(3-methoxybenzyl)(4-dimethylaminobenzyl)aminocarbonyloxyethoxy]dimethylbenzylamine COC=1C=C(CC(COC=2C=CC=C(CN(C)C)C2)OC(=O)NCC2=CC=C(C=C2)N(C)C)C=CC1